tert-butyl {(1R)-2-[(2S)-2-({2-[4-(1H-imidazol-4-yl)phenyl]-1H-indol-5-yl}carbamoyl) pyrrolidin-1-yl]-2-oxo-1-phenylethyl}carbamate N1C=NC(=C1)C1=CC=C(C=C1)C=1NC2=CC=C(C=C2C1)NC(=O)[C@H]1N(CCC1)C([C@@H](C1=CC=CC=C1)NC(OC(C)(C)C)=O)=O